Cl.Cl.CC1(C2C(N(C(C12)=O)CC1=CC2=NC=CC(=C2S1)C1=NC(=CC(=C1C[C@H]1CNCCO1)C)C(F)(F)F)=O)C 6,6-dimethyl-3-((7-(4-methyl-3-(((S)-morpholin-2-yl)methyl)-6-(trifluoromethyl)pyridin-2-yl)thieno[3,2-b]pyridin-2-yl)methyl)-3-azabicyclo[3.1.0]hexane-2,4-dione dihydrochloride